3,3'-dipyridyl disulfide C1=CC(=CN=C1)SSC2=CN=CC=C2.Cl.Cl